C(C)(C)(C)OC(N[C@@H](CC1=CC=CC=C1)CC(CCC1=CC=C(C=C1)OC)=O)=O (S)-(6-(4-methoxyphenyl)-4-oxo-1-phenylhex-2-yl)carbamic acid tert-butyl ester